N-(2-chloro-6-ethoxybenzyl)-1-(piperidin-4-yl)methanamine hydrochloride Cl.ClC1=C(CNCC2CCNCC2)C(=CC=C1)OCC